N-mono(hydroxypropyl)diethylenetriamine OCCCNCCNCCN